(R)-4-((R)-9-Acryloyl-2-fluoro-12-oxo-7,7a,8,9,10,11-hexahydro-6H,12H-4,5a,9,11a-tetraazabenzo[5,6]cycloocta[1,2,3-cd]inden-3-yl)-2-amino-7-fluorobenzo[b]thiophene-3-carbonitrile C(C=C)(=O)N1C[C@@H]2N(C(C=3C=4N(C=NC4C(=C(C3)F)C3=CC=C(C=4SC(=C(C43)C#N)N)F)CC2)=O)CC1